ClC=1C=CC=2C3=C(C(N(C2C1)C1=CC=CC=C1)=O)N=C(N3C)S(=O)(=O)C3=CC=C(C=C3)OC 7-chloro-2-((4-methoxyphenyl)sulfonyl)-1-methyl-5-phenyl-1,5-dihydro-4H-imidazo[4,5-c]quinoline-4-on